4-allyl-6-methylcatechol di-n-octanoate C(CCCCCCC)(=O)OC=1C(OC(CCCCCCC)=O)=CC(=CC1C)CC=C